7-chloroisoquinoline-4-carbaldehyde ClC1=CC=C2C(=CN=CC2=C1)C=O